(5R)-5-(2,2-dimethyl-4H-1,3-benzodioxin-6-yl)-1,3-oxazolidin CC1(OCC2=C(O1)C=CC(=C2)[C@@H]2CNCO2)C